(2S,3R)-2-methyl-3-(methylsulfonylmethyl)azetidine hydrochloride Cl.C[C@@H]1NC[C@H]1CS(=O)(=O)C